(S)-2-(2-(1H-benzo[d]imidazole-2-carboxamido)-4,4-dimethylpentanoyl)-1-(3-amino-3-oxopropyl)hydrazine-1-carboxylic acid tert-butyl ester C(C)(C)(C)OC(=O)N(NC([C@H](CC(C)(C)C)NC(=O)C1=NC2=C(N1)C=CC=C2)=O)CCC(=O)N